(2R,3R,4R,5S)-1-(2,6-difluoro-3-isopropylphenethyl)-2-(hydroxymethyl)piperidine-3,4,5-triol FC1=C(CCN2[C@@H]([C@H]([C@@H]([C@H](C2)O)O)O)CO)C(=CC=C1C(C)C)F